C(C(C)C)C1CNCCC1 3-isobutylpiperidine